6-amino-2-((dimethylamino)methyl)-3-(2-methoxyethyl)quinazolin-4(3H)-one NC=1C=C2C(N(C(=NC2=CC1)CN(C)C)CCOC)=O